5-phenoxypyridin-3-amine O(C1=CC=CC=C1)C=1C=C(C=NC1)N